N,N'-bis(2-cyanoethyl)-1,2-pentanediamine C(#N)CCNCC(CCC)NCCC#N